Cl.CC1=NC(=CC(=N1)N1CC2(C1)CNCC2)C(F)(F)F 2-(2-methyl-6-(trifluoromethyl)pyrimidin-4-yl)-2,6-diazaspiro[3.4]octane hydrochloride